1-[(4-bromophenyl)carbonyl]-4-(5-methyl-1H-imidazol-2-yl)piperidine 3,7,11-trimethyldodecyl-3,7,11-trimethyldodecanoate CC(CCOC(CC(CCCC(CCCC(C)C)C)C)=O)CCCC(CCCC(C)C)C.BrC1=CC=C(C=C1)C(=O)N1CCC(CC1)C=1NC(=CN1)C